N[C@H](C(=O)N1[C@@H]([C@H]2C([C@H]2C1)(C)C)C(=O)OCC1=CC=CC=C1)C1CC1 Benzyl (1R,2S,5S)-3-[(2S)-2-amino-2-cyclopropyl-acetyl]-6,6-dimethyl-3-azabicyclo[3.1.0]hexane-2-carboxylate